[I-].C(CCCCCCCCCCC)OC1=CC=C(C=C1)C1=CC=[N+](C=C1)C 4-(4-(dodecyloxy)phenyl)-1-METHYLPYRIDIN-1-ium iodide